BrC=1C=C2C(=NN(C2=CC1)C(C1=CC=CC=C1)(C1=CC=CC=C1)C1=CC=CC=C1)N1N=CN=C1 5-bromo-3-(1H-1,2,4-triazol-1-yl)-1-trityl-1H-indazole